O1C(NC(C1)([2H])[2H])=O oxazolidin-2-one-4,4-d2